C1=CC(=CC=C1C2=CC=C(C=C2)N)N p-Benzidine